N-[(1R,2R)-1,2-diphenyl-2-(2-(4-methylbenzyloxy)ethylamino)ethyl]-4-methylbenzenesulfonamide C1(=CC=CC=C1)[C@H]([C@H](NCCOCC1=CC=C(C=C1)C)C1=CC=CC=C1)NS(=O)(=O)C1=CC=C(C=C1)C